6,7-dimethoxy-9-(2-(naphthalen-1-yloxy)pyrimidin-5-yl)naphtho[2,3-c]furan-1(3H)-one COC1=CC2=CC3=C(C(OC3)=O)C(=C2C=C1OC)C=1C=NC(=NC1)OC1=CC=CC2=CC=CC=C12